FC1=CC(=C(C=C1)N1CN(C(C2=CC=C(C=C12)C(F)(F)F)=O)C1CNC(NC1)=O)C 1-(4-fluoro-2-methylphenyl)-3-(2-oxohexahydropyrimidin-5-yl)-7-(trifluoromethyl)-2,3-dihydroquinazolin-4(1H)-one